NC=1N=C(SC1C(C1=CC=C(C=C1)I)=O)N(C1=CC=C(C=C1)F)C(C(=O)N)C (N-[4-Amino-5-(4-iodobenzoyl)thiazol-2-yl]-4-fluoroanilino)propanamid